ClC1=C(C(C(=CN1C)C(=O)O)=O)C1=CC=C(C=C1)F 6-chloro-5-(4-fluorophenyl)-1-methyl-4-oxo-1,4-dihydropyridine-3-carboxylic acid